5'-Oxo-2'-(2-phenylquinolin-7-yl)-5',6'-dihydro-4'H-spiro[cyclopropane-1,7'-pyrazolo[1,5-a]pyrimidine]-3'-carboxamide O=C1NC=2N(C3(C1)CC3)N=C(C2C(=O)N)C2=CC=C3C=CC(=NC3=C2)C2=CC=CC=C2